2-(4-(1,1-difluoroethyl)-5-oxo-4,5-dihydropyrazin-2-yl)-2-methylpropanoic acid FC(C)(F)N1C=C(N=CC1=O)C(C(=O)O)(C)C